C(C=C)(=O)OCCCCCCCCC[Si](C)(C)Br acryloxynonylbromodimethylsilane